3-(3-(4-(((tert-Butyldimethylsilyl)oxy)methyl)phenyl)-5-chloro-3H-imidazo[4,5-b]pyridin-2-yl)pyridin-2-amine [Si](C)(C)(C(C)(C)C)OCC1=CC=C(C=C1)N1C(=NC=2C1=NC(=CC2)Cl)C=2C(=NC=CC2)N